5-chloroquinolin-8-amine ClC1=C2C=CC=NC2=C(C=C1)N